5-methyl-2-phenyl-6-(1H-pyrazol-4-yl)pyridin-3-amine CC=1C=C(C(=NC1C=1C=NNC1)C1=CC=CC=C1)N